N[C@@H](COC1=CC=C(C=C1)C(=O)N1C[C@H](CC1)C1=CC=C(C=C1)F)CN1N=NC=C1 (4-((R)-2-amino-3-(1H-1,2,3-triazol-1-yl)propoxy)phenyl)((R)-3-(4-fluorophenyl)pyrrolidin-1-yl)methanone